OCCNC(=S)NCC=C N-(2-hydroxyethyl)-N'-2-propenyl-thiourea